ClC1=C(C(=NN1C)C(C)C)C=O 5-CHLORO-1-METHYL-3-(PROPAN-2-YL)-1H-PYRAZOLE-4-CARBALDEHYDE